3-(4-[(2-chlorophenyl)acetyl]amino-2-sulfamylphenoxy)benzamide ClC1=C(C=CC=C1)CC(=O)NC1=CC(=C(OC=2C=C(C(=O)N)C=CC2)C=C1)S(N)(=O)=O